tert-butyl ((1S)-7,7-dimethyl-1-(sulfamoylmethyl)bicyclo[2.2.1]heptan-2-yl)carbamate CC1([C@@]2(C(CC1CC2)NC(OC(C)(C)C)=O)CS(N)(=O)=O)C